C1(=CC=C(C=C1)C1=NC(=NC(=C1)C1=CC=CC=C1)C1=C(C=CC=C1)C1=CC=2C3(C4=CC=CC=C4C2C=C1)CCCC3)C3=CC=CC=C3 4-([1,1'-biphenyl]-4-yl)-6-phenyl-2-(2-(spiro[cyclopentane-1,9'-fluoren]-2'-yl)phenyl)pyrimidine